4-amino-N,3-dimethyl-N-((5-(trifluoromethyl)pyridin-2-yl)methyl)-1,3-dihydrofuro[3,4-c]quinoline-8-carboxamide NC1=NC=2C=CC(=CC2C2=C1C(OC2)C)C(=O)N(CC2=NC=C(C=C2)C(F)(F)F)C